C(C)(C)(C)[Si](C)(C)OCC(=C)CO[Si](C)(C)C(C)(C)C tert-butyl-[2-[[tert-butyl(dimethyl)silyl]oxymethyl]allyloxy]-dimethyl-silane